NC1=CC(=CN=N1)C1=CC(=C2C=NNC2=C1)NCCOCCCCNCC=1C=C(C=C(C1)OC(F)(F)F)CO (3-(((4-(2-((6-(6-aminopyridazin-4-yl)-1H-indazol-4-yl)amino)ethoxy)butyl)amino)methyl)-5-(trifluoromethoxy)phenyl)methanol